Bis(2-methyl-1-naphthyl)-2-naphthylphosphin oxid CC1=C(C2=CC=CC=C2C=C1)P(C1=CC2=CC=CC=C2C=C1)(C1=C(C=CC2=CC=CC=C12)C)=O